S-(fluoromethyl)-4-methoxybenzothioate FCS=C(C1=CC=C(C=C1)OC)[O-]